(R)-tert-butyl (1-(7-nitro-2-(pyrrolidin-1-yl)quinazolin-4-yl)pyrrolidin-3-yl)carbamate [N+](=O)([O-])C1=CC=C2C(=NC(=NC2=C1)N1CCCC1)N1C[C@@H](CC1)NC(OC(C)(C)C)=O